NC1=NC=2C=C(C(=CC2C2=C1C=NN2C)C(=O)N([C@@H]2COCC1=C2C=CC(=C1)S(=O)(=O)C)C)F 4-amino-7-fluoro-N,1-dimethyl-N-((4S)-7-(methylsulfonyl)-3,4-dihydro-1H-2-benzopyran-4-yl)-1H-pyrazolo[4,3-c]quinoline-8-carboxamide